C[C@@H]1C(CCC[C@H]1C=C)=O (2S,3S)-2-METHYL-3-VINYLCYCLOHEXANONE